3-(dimethoxyphosphino)N-methyl-cis-crotonamide COP(\C(=C/C(=O)NC)\C)OC